TRIVALINE C1C2CC3CC1CC(C2)(C3)N.Cl